COCC1CNCCOC1 6-(methoxymethyl)-1,4-oxazepan